NC1(COC1)COC1=C(N(N=C1)C)C1=CC=2N(C=C1)N=C(C2)C2(CC2)C(=O)N [5-[4-[(3-aminooxetan-3-yl)methoxy]-2-methyl-pyrazol-3-yl]pyrazolo[1,5-a]pyridin-2-yl]cyclopropanecarboxamide